NCC(=O)NC1=CC=C(C=C1)CO 2-amino-N-[4-(hydroxymethyl)phenyl]acetamide